4-(3-methyl-5-oxo-4,5-dihydro-1H-pyrazol-1-yl)-N-[(1R,3S)-3-{[2-(trifluoromethyl)quinolin-4-yl]amino}cyclohexyl]benzamide CC1=NN(C(C1)=O)C1=CC=C(C(=O)N[C@H]2C[C@H](CCC2)NC2=CC(=NC3=CC=CC=C23)C(F)(F)F)C=C1